C(CCCCC(C)C)OC(C=1C(O)=CC=CC1)=O salicylic acid isooctyl ester